N1(CCCC2=CC=CC=C12)CCC(=O)N1C(CCCC1)CO 3-(3,4-dihydroquinolin-1(2H)-yl)-1-(2-(hydroxymethyl)piperidin-1-yl)propan-1-one